N-(5-(cinnolin-6-yl)thiazol-2-yl)-5,5-dimethyltetrahydrofuran-3-carboxamide N1=NC=CC2=CC(=CC=C12)C1=CN=C(S1)NC(=O)C1COC(C1)(C)C